1-(1H-benzimidazol-6-yl)-2-methylpropan-2-amine N1C=NC2=C1C=C(C=C2)CC(C)(N)C